3-((3,5-difluoro-[1,1'-biphenyl]-4-yl)methyl)-1,2,4-thiadiazole-5-carboxamide FC=1C=C(C=C(C1CC1=NSC(=N1)C(=O)N)F)C1=CC=CC=C1